1-(6-(4-fluoro-1H-pyrazol-1-yl)pyridin-3-yl)ethanone FC=1C=NN(C1)C1=CC=C(C=N1)C(C)=O